CS(=O)(=O)C1=CC=C(C=C1)N1C=NC2=C1C=CC=C2 (4-(methylsulfonyl)phenyl)-1H-benzo[d]imidazole